5-(2-chloropyrimidin-4-yl)-3-isopropyl-pyrazolo[1,5-a]Pyridine ClC1=NC=CC(=N1)C1=CC=2N(C=C1)N=CC2C(C)C